C(C#C)N(C1=CC=C(C#N)C=C1)C=1C=NC=NC1 4-(prop-2-yn-1-yl-(pyrimidin-5-yl)amino)benzonitrile